C1(CCCCC1)N1C[C@@H]2[C@@H](C1)[C@@H](CS2)O (3S,3aS,6aS)-5-cyclohexyl-3-hydroxytetrahydro-4H-thieno[2,3-c]pyrrole